(S)-4-((4-methoxy-5-(2,2,2-trifluoro-1-hydroxyethyl)pyrazolo[1,5-a]pyridin-3-yl)amino)-N-(methyl-d3)-6-((1-methyl-1H-pyrazol-3-yl)amino)nicotinamide COC=1C=2N(C=CC1[C@@H](C(F)(F)F)O)N=CC2NC2=CC(=NC=C2C(=O)NC([2H])([2H])[2H])NC2=NN(C=C2)C